N,N,2-trimethyl-6-oxo-5-[(4-pyridin-2-ylpiperazin-1-yl)carbonyl]-1-[3-(trifluoromethyl)phenyl]-1,6-dihydropyridine-3-carboxamide CN(C(=O)C1=C(N(C(C(=C1)C(=O)N1CCN(CC1)C1=NC=CC=C1)=O)C1=CC(=CC=C1)C(F)(F)F)C)C